2-[5-[(4-Tert-butyltriazol-1-yl)methyl]thiophen-2-yl]-5-(difluoromethyl)-1,3,4-oxadiazole C(C)(C)(C)C=1N=NN(C1)CC1=CC=C(S1)C=1OC(=NN1)C(F)F